BrC1=C(C=2NC3=CC=CC=C3C2C=C1)C1=C2C(C(=O)N(C2=O)C2=C(C=C(C=C2C)C)C)=CC=C1 3-(2-bromocarbazolyl)-N-mesitylphthalimide